ClC=1C(NN=CC1N1CC(N(CC1)[C@H](C)C1=C(C=CC=C1)C)=O)=O 4-chloro-5-[4-[(1R)-1-(2-methylphenyl)ethyl]-3-oxopiperazin-1-yl]-2,3-dihydropyridazin-3-one